propylene-1,2-diamine C/C(=C/N)/N